C1=CC=CC=2C3=CC=CC=C3C(C12)COC(=O)N[C@H](C(=O)O)CC1=CN(C(C=C1)=O)C (S)-2-((((9H-fluoren-9-yl)methoxy)carbonyl)amino)-3-(1-methyl-6-oxo-1,6-dihydropyridin-3-yl)propanoic acid